(3R)-3-{[10-bromo-2-(3-fluorophenyl)[1,2,4]triazolo[1,5-c]quinazolin-5-yl]amino}azepin-2-one BrC=1C=2C=3N(C(=NC2C=CC1)NC=1C(N=CC=CC1)=O)N=C(N3)C3=CC(=CC=C3)F